FC=1C=C(C=CC1C(N([C@H]1CNCCC1)C1=NC=CC2=CC=CC(=C12)C)=O)NC1=NC=C(C=N1)C(=O)OC methyl (R)-2-((3-fluoro-4-((8-methylisoquinolin-1-yl)(piperidin-3-yl)carbamoyl)phenyl)amino)pyrimidine-5-carboxylate